8-(4-(difluoromethyl)phenyl)-9-(4-((1-(3-fluoropropyl)azetidin-3-ylidene)methyl)phenyl)-6,7-dihydro-5H-benzo[7]annulene-3-carboxylic acid FC(C1=CC=C(C=C1)C=1CCCC2=C(C1C1=CC=C(C=C1)C=C1CN(C1)CCCF)C=CC(=C2)C(=O)O)F